NC1=C(C=CC=C1)[C@H]1[C@@H](OC(O1)C)CO ((4S,5S)-5-(2-aminophenyl)-2-methyl-1,3-dioxolan-4-yl)methanol